dimethyl-o-toluidine CC1=CC=CC=C1N(C)C